CC1=NOC(=C1C=1N=C(NC1)C1N(CCCC1)C(C(C)SC)=O)C 1-(2-(4-(3,5-Dimethylisoxazol-4-yl)-1H-imidazol-2-yl)piperidin-1-yl)-2-(methylsulfanyl)propan-1-one